Tert-butyl (1R,2S)-2-(1-(tert-butoxycarbonyl)-3-((2,3-dihydropyrazolo[5,1-b]oxazol-7-yl)amino)-1H-indazol-6-yl)-5'-methoxy-2'-oxospiro[cyclopropane-1,3'-indoline]-1'-carboxylate C(C)(C)(C)OC(=O)N1N=C(C2=CC=C(C=C12)[C@@H]1C[C@@]12C(N(C1=CC=C(C=C21)OC)C(=O)OC(C)(C)C)=O)NC=2C=NN1C2OCC1